17-(3-pyridyl)androstane-5,16-diene N1=CC(=CC=C1)C=1[C@]2(C)[C@@H](CC1)[C@@H]1CC=C3CCCC[C@]3(C)[C@H]1CC2